CCOC(=O)NC(=S)NC1=CC=CC=C1NC(=S)NC(=O)OCC Diethyl 4,4'-o-phenylenebis(3-thioallophanate)